5-[[5-(2-chlorophenyl)-1,3,4-thiadiazol-2-yl]carbamoyl]isoxazole-3-carboxylic acid ClC1=C(C=CC=C1)C1=NN=C(S1)NC(=O)C1=CC(=NO1)C(=O)O